OC=1C=C(C=CC1O)C(C(=O)OC)(C)C methyl 3,4-dihydroxy-α-methyl-phenylpropionate